tert-butyl 5-oxa-2,8-diazaspiro[3.5]nonane-2-carboxylate C1N(CC12OCCNC2)C(=O)OC(C)(C)C